CC1=CC=C(C=C1)S(=O)(=O)OC[C@H]1COCCC1 |r| racemic-(tetrahydro-2H-pyran-3-yl)methyl 4-methylbenzenesulfonate